FC=1C=C(C=NC1)[C@@H]([C@H]1CCC(N1C(=O)OC(C)(C)C)(C)C)O tert-butyl (R)-5-((S)-(5-fluoropyridin-3-yl)(hydroxy)methyl)-2,2-dimethyl-pyrrolidine-1-carboxylate